1-(4-(3-Fluoro-2-methylphenyl)piperazin-1-yl)-2-(3-(4-hydroxypiperidin-1-carbonyl)-5,6-dihydrocyclopenta[c]pyrazol-1(4H)-yl)ethanon FC=1C(=C(C=CC1)N1CCN(CC1)C(CN1N=C(C2=C1CCC2)C(=O)N2CCC(CC2)O)=O)C